BrC1=C(C=CC(=C1)F)C=1C(=NN(C1NC1=C(C=CC=C1F)Cl)C)C 4-(2-bromo-4-fluorophenyl)-N-(2-chloro-6-fluorophenyl)-1,3-dimethyl-1H-pyrazol-5-amine